C(C)(=O)O.C(C)(C)NC(=S)NC=1C=C2C=3CC(CCC3NC2=CC1)CNC(C)CC N-isopropyl-N'-(3-(sec-butyl)aminomethyl-1,2,3,4-tetrahydro-9H-carbazol-6-yl)thiourea acetate